5-((5-(4-(tert-butyl)phenyl)-1-isopropyl-1H-1,2,4-triazol-3-yl)methyl)-5-azaspiro[2.4]heptane C(C)(C)(C)C1=CC=C(C=C1)C1=NC(=NN1C(C)C)CN1CC2(CC2)CC1